CC1(C(=CC(=C2OC=3C=C(C=C(C3C(C2O)=O)O)OC)C=C1)O)O 4',7-O-dimethylquercetin